tert-butyl (R)-2-(((tert-butyldiphenylsilyl)oxy)methyl)-4-(((trifluoromethyl)sulfonyl)oxy)-2,5-dihydro-1H-pyrrole-1-carboxylate [Si](C1=CC=CC=C1)(C1=CC=CC=C1)(C(C)(C)C)OC[C@@H]1N(CC(=C1)OS(=O)(=O)C(F)(F)F)C(=O)OC(C)(C)C